NC1=NN2C(C=C(C=C2)C=2C=C(C(=NC2)C)C(=O)NCC2=C(C=CC=C2F)OC2CCCC2)=N1 5-{2-amino-[1,2,4]triazolo[1,5-a]pyridin-7-yl}-N-{[2-(cyclopentyloxy)-6-fluoro-phenyl]methyl}-2-methyl-pyridine-3-carboxamide